C(C)(C)(C)OC(CN([C@@H](CC1=CC=CC=C1)C(=O)O)C(=O)C1=CC=CC=C1)=O 2-tert-butoxy-2-oxoethyl-N-(phenylcarbonyl)-L-phenylalanine